2,2-Bis[4-(methacryloxyethoxy)phenyl]propane C(C(=C)C)(=O)OCCOC1=CC=C(C=C1)C(C)(C)C1=CC=C(C=C1)OCCOC(C(=C)C)=O